(2-amino-3-(3-((6-(4-fluorophenyl)pyridin-3-yl)methyl)isoxazol-5-yl)pyridin-1-ium-1-yl)methyl hydrogen phosphate P(=O)(OC[N+]1=C(C(=CC=C1)C1=CC(=NO1)CC=1C=NC(=CC1)C1=CC=C(C=C1)F)N)(O)[O-]